dimethylsilylene(cyclopentadienyl)(9-fluorenyl)hafnium C[Si](=[Hf](C1C2=CC=CC=C2C=2C=CC=CC12)C1C=CC=C1)C